(1R,2S,4R)-N1-((1,3-Dimethyl-1H-pyrazolo[3,4-b]pyridin-6-yl)methyl)-2-fluoro-N4-(imidazo[1,2-a]pyridin-8-ylmethyl)cyclohexane-1,4-diamine CN1N=C(C=2C1=NC(=CC2)CN[C@H]2[C@H](C[C@@H](CC2)NCC=2C=1N(C=CC2)C=CN1)F)C